C1(CCCC1)N1C2=NC(=NC=C2N=C1NC1=CC=CC=C1)NC1=CC=C(C=C1)N1CCC(CC1)N(C)CC=1C=C2CN(C(C2=CC1)=O)N1C(NC(CC1)=O)=O 1-(5-(((1-(4-((9-cyclopentyl-8-(phenylamino)-9H-purin-2-yl)amino)phenyl)piperidin-4-yl)(methyl)amino)methyl)-1-oxoisoindolin-2-yl)dihydropyrimidine-2,4(1H,3H)-dione